tert-Butyl 2-(2-chloropyrimidin-4-yl)-3-((4-(6-ethoxypyrazin-2-yl) phenyl)(4-methoxybenzyl)amino)-3-oxopropanoate ClC1=NC=CC(=N1)C(C(=O)OC(C)(C)C)C(=O)N(CC1=CC=C(C=C1)OC)C1=CC=C(C=C1)C1=NC(=CN=C1)OCC